The molecule is an organophosphate oxoanion arising from deprotonation of the carboxy and phosphate groups of archaeal dolichyl beta-D-glucuronosyl-(1->4)-alpha-D-glucosyl phosphate; major species at pH 7.3. Dolichol used by archaea is is generally much shorter (C55-C60) than that used by eukaryotes and may have additional saturation positions in the chain. It is an organophosphate oxoanion and a carbohydrate acid derivative anion. It derives from an archaeal dolichol. CC(C)CCC/C(=C/CC/C(=C/CC/C(=C\\CCC(C)CCOP(=O)([O-])O[C@@H]1[C@@H]([C@H]([C@@H]([C@H](O1)CO)O[C@H]2[C@@H]([C@H]([C@@H]([C@H](O2)C(=O)[O-])O)O)O)O)O)/C)/C)/C